C1(CCCC1)NC1=NC(=NC(=N1)NC1=CC=NC=C1)C1=CC=CC=C1 N2-cyclopentyl-6-phenyl-N4-(pyridin-4-yl)-1,3,5-triazine-2,4-diamine